6-chloro-7-[(2R)-2-{[(3-chloropyridin-2-yl)oxy]methyl}pyrrolidin-1-yl]-1-(4-cyclopropane-sulfonamido-phenyl)-4-oxo-1,4-dihydroquinoline-3-carboxylic acid ClC=1C=C2C(C(=CN(C2=CC1N1[C@H](CCC1)COC1=NC=CC=C1Cl)C1=CC=C(C=C1)NS(=O)(=O)C1CC1)C(=O)O)=O